C1(CCCCC1)NC=1C=C(C=CC1)O 3-cyclohexylaminophenol